5'-methoxy-3',3'-dimethyl-6-nitro-1'-octadecyl-spiro[chromene-2,2'-indoline] COC=1C=C2C(C3(N(C2=CC1)CCCCCCCCCCCCCCCCCC)OC1=CC=C(C=C1C=C3)[N+](=O)[O-])(C)C